3-(dichloromethyl)-2-nitrothiophene ClC(C1=C(SC=C1)[N+](=O)[O-])Cl